7-bromo-2-(4-methoxypiperidin-1-yl)-1-methyl-1H-imidazo[4,5-d]thieno[3,2-b]pyridin-4-amine BrC1=CC2=NC(=C3C(=C2S1)N(C(=N3)N3CCC(CC3)OC)C)N